(S)-2-((4-((2-amino-4-(1-hydroxyhexan-3-ylamino)-6-methylpyrimidin-5-yl)methyl)-3-methoxybenzyl)(2,2,2-trifluoroethyl)amino)acetic acid NC1=NC(=C(C(=N1)N[C@H](CCO)CCC)CC1=C(C=C(CN(CC(=O)O)CC(F)(F)F)C=C1)OC)C